(2-(benzo[c][1,2,5]oxadiazol-5-ylmethoxy)-4-((2-chloro-3'-(carboxymethoxy)-[1,1'-biphenyl]-3-yl)methoxy)-5-chlorobenzyl)-D-serine N=1ON=C2C1C=CC(=C2)COC2=C(CN[C@H](CO)C(=O)O)C=C(C(=C2)OCC=2C(=C(C=CC2)C2=CC(=CC=C2)OCC(=O)O)Cl)Cl